tert-butyl (R)-3-((S)-3-(3-(2-aminoethoxy)phenyl)-1-(tert-butoxy)-1-oxopropan-2-yl)pyrrolidine-1-carboxylate NCCOC=1C=C(C=CC1)C[C@H](C(=O)OC(C)(C)C)[C@@H]1CN(CC1)C(=O)OC(C)(C)C